C(C)N1C(=NN=C1)C=1C=C2C=NN(C2=C(C1)OC1=CC=C(C=C1)OCCOC1CCOCC1)C 5-(4-ethyl-1,2,4-triazol-3-yl)-1-methyl-7-[4-(2-tetrahydropyran-4-yloxyethoxy)phenoxy]indazole